2,2'-dithiodiethanol C(CSSCCO)O